C(CC1=CC=CC=C1)N1CCC(CC1)NC1=CC=C(C=C1)CCCCCC(=O)O.C(CC1=CC=CC=C1)N1CCC(CC1)N(C(CC)=O)C1=CC=C(C=C1)CCCCCC(=O)OC Methyl 6-(4-(N-(1-phenethylpiperidin-4-yl)propionamido)phenyl)hexanoate 6-(4-((1-phenethylpiperidin-4-yl)amino)phenyl)hexanoate